FC1=CC=C(C=C1)C(C)N1N=CC(=C1)C1=NC=CC(=C1)C1=CC=2N(C=C1)N=C(N2)N 7-(2-(1-(1-(4-fluorophenyl)ethyl)-1H-pyrazol-4-yl)pyridin-4-yl)-[1,2,4]triazolo[1,5-a]pyridin-2-amine